C(C)(C)(C)OC(COC1=CC2=C(N(C(N2C)=O)C2C(NC(CC2)=O)=O)C=C1)=O.O1C=NC=C1C=1C=C(N)C=CC1 3-(oxazol-5-yl)aniline tert-butyl-2-((1-(2,6-dioxopiperidin-3-yl)-3-methyl-2-oxo-2,3-dihydro-1H-benzo[d]imidazol-5-yl)oxy)acetate